ClC1=C(C=CC2=C1C(=N[C@H](/C(/N2)=N/C(CC)O)C)C2=NC(=CC=C2Cl)OC)C(F)(F)F ((Z)-[(3S)-6-chloro-5-(3-chloro-6-methoxy-2-pyridyl)-3-methyl-7-(trifluoromethyl)-1,3-dihydro-1,4-benzodiazepin-2-ylidene]amino)propan-1-ol